nonyl undecyl phthalate butyl-cyclohexyl-phthalate diisooctyl-azelate octyl-decyl-adipate butyl-nonyl-phthalate diisopentyl-phthalate C(CC(C)C)OC(C=1C(C(=O)OCCC(C)C)=CC=CC1)=O.C(CCC)C=1C(=C(C(C(=O)O)=CC1)C(=O)O)CCCCCCCCC.C(CCCCCCC)C(C(=O)O)(CCCC(=O)O)CCCCCCCCCC.C(CCCCC(C)C)OC(CCCCCCCC(=O)OCCCCCC(C)C)=O.C(CCC)C=1C(=C(C(C(=O)O)=CC1)C(=O)O)C1CCCCC1.C(C=1C(C(=O)OCCCCCCCCCCC)=CC=CC1)(=O)OCCCCCCCCC